C1=NC=CC2=CC=C(C=C12)C1=CC(=NN1C)NC(N)=O 3-(5-(isoquinolin-7-yl)-1-methyl-1H-pyrazol-3-yl)urea